ClC1=C(C(C=2C=CC=NC2C1=O)=O)NC1=C(C=C(C=C1)N1CCN(CC1)C)C 7-chloro-6-((2-methyl-4-(4-methylpiperazin-1-yl)phenyl)amino)quinoline-5,8-dione